5-(4-fluorophenyl)-8-methoxy-7-(trifluoromethyl)-3-(3,3,3-trifluoropropyl)-2,3-dihydrobenzo[b][1,4]thiazepin-4(5H)-one 1,1-dioxide FC1=CC=C(C=C1)N1C2=C(S(CC(C1=O)CCC(F)(F)F)(=O)=O)C=C(C(=C2)C(F)(F)F)OC